(E)-N-(5-fluoro-2-hydroxybenzylidene)t-butylsulfinamide FC=1C=CC(=C(\C=N\S(=O)C(C)(C)C)C1)O